3-benzyl 2-(tert-butyl) (1R,3S,5R)-2-azabicyclo[3.1.0]hexane-2,3-dicarboxylate [C@@H]12N([C@@H](C[C@H]2C1)C(=O)OCC1=CC=CC=C1)C(=O)OC(C)(C)C